5-((5-(4-(tert-butyl)phenyl)-1-ethyl-1H-1,2,4-triazol-3-yl)methyl)-5-azaspiro[2.4]heptane C(C)(C)(C)C1=CC=C(C=C1)C1=NC(=NN1CC)CN1CC2(CC2)CC1